5-chloro-3-iodo-(1-methyl-1H-pyrazol-4-yl)(1-ethyl-1H-pyrazol-4-yl)methanol ClC1=C(C(=NN1CC)I)C(O)C=1C=NN(C1)C